2-(7-((2S,5R)-2,5-diethyl-4-(1-(1-(2-hydroxyethyl)-1H-benzo[d]imidazol-2-yl)ethyl)piperazin-1-yl)-4-methyl-5-oxo-4,5-dihydro-2H-pyrazolo[4,3-b]pyridin-2-yl)acetonitrile C(C)[C@@H]1N(C[C@H](N(C1)C(C)C1=NC2=C(N1CCO)C=CC=C2)CC)C=2C=1C(N(C(C2)=O)C)=CN(N1)CC#N